NC1=C(C=C(C2=CC=CC=C12)S(=O)(=O)O)N=NC=1C=NC(=CC1)C1=C(C=CC=C1)C(F)(F)F 4-amino-3-[6-(2-trifluoromethylphenyl)pyridin-3-ylazo]naphthalene-1-sulfonic acid